O1C2=C(OC[C@H]1C=1NCCN1)C=CC(=C2)[2H] (R)-2-(2,3-dihydrobenzo[b][1,4]dioxin-2-yl-7-d)-4,5-dihydro-1H-imidazole